C(C)(C)(C)OC(=O)N1C[C@H](CC1)[C@@H](C(=O)N1C(OC[C@@H]1CC1=CC=CC=C1)=O)CC1=CSC(=C1)Br (R)-3-((S)-1-((S)-4-benzyl-2-oxooxazolidin-3-yl)-3-(5-bromothiophene-3-yl)-1-oxopropane-2-yl)pyrrolidine-1-carboxylic acid tert-butyl ester